hydroxyphenyl-phenylbutane vinyl-1,13-tridecanedioate C(=C)OC(CCCCCCCCCCCC(=O)O)=O.OC(CCC)(C1=CC=CC=C1)C1=CC=CC=C1